CNC1=C(C(=O)Cl)C=C(C=C1Cl)Cl 2-methylamino-3,5-dichlorobenzoyl chloride